OCCC(C1=CC(=CC=C1)C(F)(F)F)NC(=O)NC1CC2(C1)CCC2 1-[3-Hydroxy-1-(3-trifluoromethyl-phenyl)-propyl]-3-spiro[3.3]hept-2-yl-urea